dihydro-pyrrolo[2,3-b]pyridine N1CCC=2C1=NC=CC2